FC1=C(N=CC2=C1N=C(N=C2N2CC(CCC2)CS(=O)(=O)N)OCC21CCCN1CCC2)C2=CC=CC1=CC=CC(=C21)C 1-(1-(8-fluoro-2-((hexahydro-1H-pyrrolizin-7a-yl)methoxy)-7-(8-methylnaphthalen-1-yl)pyrido[4,3-d]pyrimidin-4-yl)piperidin-3-yl)methanesulfonamide